CC1=C(C=CC=C1C)NNC(CC[C@@H](N)C(=O)O)=O (1s)-N5-((2,3-dimethylphenyl)amino)-D-glutamine